tert-butyl (3S,4R)-4-((4-(3-(2,6-bis(benzyloxy)pyridin-3-yl)-7-fluoro-1-methyl-1H-indazol-6-yl)piperazin-1-yl)methyl)-3-fluoropiperidine-1-carboxylate C(C1=CC=CC=C1)OC1=NC(=CC=C1C1=NN(C2=C(C(=CC=C12)N1CCN(CC1)C[C@@H]1[C@@H](CN(CC1)C(=O)OC(C)(C)C)F)F)C)OCC1=CC=CC=C1